3-(((2-(3-((1r,3r)-3-methoxy-1-(4-methyl-4H-1,2,4-triazol-3-yl)cyclobutyl)phenyl)-3-oxo-7-(trifluoromethyl)isoindolin-5-yl)methyl)amino)cyclobutanecarbonitrile COC1CC(C1)(C1=NN=CN1C)C=1C=C(C=CC1)N1CC2=C(C=C(C=C2C1=O)CNC1CC(C1)C#N)C(F)(F)F